CC(C(C)NC)C(C)C (3,4-dimethylpentan-2-yl)(methyl)amine